2-chloro-N-(1-cyclohexylpiperidin-4-yl)-N-ethyl-6,7-dimethoxyquinazolin-4-amine ClC1=NC2=CC(=C(C=C2C(=N1)N(CC)C1CCN(CC1)C1CCCCC1)OC)OC